3,4-dihydro-1H-benzopyrano[4,3-d]pyrimidine-5(2H)-one N1CNCC2=C1C1=C(OC2=O)C=CC=C1